2-(3,5-difluorophenyl)-ethanol FC=1C=C(C=C(C1)F)CCO